((1R,5S,6S)-3-(5-methyl-2-((S)-2-methylazetidin-1-yl)-6-(trifluoromethyl)pyrimidine-4-yl)-3-azabicyclo[3.1.0]Hexane-6-Yl)Methanesulfinic acid sodium salt [Na+].CC=1C(=NC(=NC1C(F)(F)F)N1[C@H](CC1)C)N1C[C@H]2C([C@H]2C1)CS(=O)[O-]